C(C1=CC=CC=C1)N1OCC2C1C(N(C2)CC2=CC=CC=C2)=O 1,5-dibenzylhexahydro-6H-pyrrolo[3,4-c]isoxazol-6-one